3-(pyrrolidin-1-yl)quinoxaline N1(CCCC1)C=1C=NC2=CC=CC=C2N1